6-((1-(3-aminobenzyl)-1H-indazol-6-yl)sulfonyl)-4-((3-methoxyphenyl)amino)-8-methylquinoline-3-carboxamide NC=1C=C(CN2N=CC3=CC=C(C=C23)S(=O)(=O)C=2C=C3C(=C(C=NC3=C(C2)C)C(=O)N)NC2=CC(=CC=C2)OC)C=CC1